C[C@H](CC(C)O)O R-2,4-pentylene glycol